CN(CCCNCC1=C(C=CC=C1)C1=CC=C(C=C1)C=1C=C(C2=C(NC(=N2)C)C1)C(=O)O)C 6-(2'-(((3-(dimethylamino)propyl)amino)methyl)-[1,1'-biphenyl]-4-yl)-2-methyl-1H-benzo[d]imidazole-4-carboxylic acid